P1(OS(=O)(=O)O1)=O Sulfonyl phosphonate